[C@H]12COC[C@@H]2C1NC1=NC=CC(=C1)CN1C(N(C(C1(C)C)=O)C1=CC=C2C3(CN(C2=C1)S(=O)(=O)C)CC3)=O 1-((2-(((1R,5S,6r)-3-oxabicyclo[3.1.0]hexan-6-yl)amino)pyridin-4-yl)methyl)-5,5-dimethyl-3-(1'-(methylsulfonyl)spiro[cyclopropane-1,3'-indolin]-6'-yl)imidazolidine-2,4-dione